C(C)(C)(C)OC(=O)N[C@H](C(=O)OC)CC=1C=NC(=CC1)N1C(N(C2=C(C1=O)C=CN=C2)C)=O methyl (S)-2-((tert-butoxycarbonyl)amino)-3-(6-(1-methyl-2,4-dioxo-1,4-dihydropyrido[3,4-d]pyrimidin-3(2H)-yl)pyridin-3-yl)propanoate